2,4,6-Trimethoxyboroxine COB1OB(OB(O1)OC)OC